p-(hydroxymethyl)phenol C1=CC(=CC=C1CO)O